ClC1=C(COC2=C(C=C(C=C2)/C=C/C(=O)NC2(CCCC2)C(=O)O)OC)C=C(C=C1)F (E)-1-(3-(4-((2-chloro-5-fluorobenzyl)oxy)-3-methoxyphenyl)acrylamido)cyclopentane-1-carboxylic acid